methyl 4-(5-((4-aminobutyl)carbamoyl)furan-2-yl)-2-(3-aminoprop-1-yn-1-yl)benzoate NCCCCNC(=O)C1=CC=C(O1)C1=CC(=C(C(=O)OC)C=C1)C#CCN